Copper tetracarboxylphenylporphyrin C(=O)(O)C=1C2=C(C3=C(C(=C(N3C(=O)O)C=C3C=CC(C=C4C=CC(=CC(C1)=N2)N4)=N3)C3=CC=CC=C3)C(=O)O)C(=O)O.[Cu]